C(C=C)OCCC(C(C(C(F)(F)F)(F)F)(F)F)(F)F 6-(allyloxy)-1,1,1,2,2,3,3,4,4-nonafluorohexane